6-(2,6-Dichlorophenyl)-2-((4-morpholinophenyl)amino)-8,9-dihydroimidazo[1,2-a]pyrimido[5,4-e]pyrimidin-5(6H)-one ClC1=C(C(=CC=C1)Cl)N1C=2N(C3=C(C1=O)C=NC(=N3)NC3=CC=C(C=C3)N3CCOCC3)CCN2